C(#N)C1=C(C(=C(C(=C1)C(C)C)NC(=O)N=[S@@](=O)(N)C1=CN=C(S1)C(C)(C)O)C(C)C)F (S)-N'-(4-cyano-3-fluoro-2,6-diisopropylphenyl-carbamoyl)-2-(2-hydroxypropan-2-yl)thiazole-5-sulfonimidamide